C(C(=C)C)(=O)OC1C2C=C(C(C1O)C2)C(=O)O 5-methacryloyloxy-6-hydroxynorbornene-2-carboxylic acid